Methyl (S)-2-((3-(2-((4-cyano-2-fluorophenoxy)methyl)pyrimidin-4-yl)-2,5-dihydro-1H-pyrrol-1-yl)methyl)-1-(oxetan-2-ylmethyl)-1H-benzo[d]imidazole-6-carboxylate C(#N)C1=CC(=C(OCC2=NC=CC(=N2)C=2CN(CC2)CC2=NC3=C(N2C[C@H]2OCC2)C=C(C=C3)C(=O)OC)C=C1)F